C(OC(C(OC1=CC=C(C=C1)N1C(C(NC(C1([2H])[2H])([2H])[2H])([2H])[2H])([2H])[2H])([2H])[2H])([2H])[2H])([2H])([2H])[2H] 1-[4-({2-[(2H3)methyloxy](2H4)ethyl}oxy)phenyl](2,2,3,3,5,5,6,6-2H8)piperazine